OC1=C2C(CC(OC2=CC(=C1)ON1CCNCC1)C1=CC=C(C=C1)O)=O 5-hydroxy-2-(4-hydroxyphenyl)-7-(piperazin-1-yloxy)chroman-4-one